CN1N=C2[C@@H](N(CCC2=C1C1=CC(=C(C(=C1)F)F)F)C(=O)C1=C2C(=NC=C1C(F)(F)F)NC=C2)C (S)-[(7S)-2,7-dimethyl-3-(3,4,5-trifluorophenyl)-5,7-dihydro-4H-pyrazolo[3,4-c]pyridin-6-yl]-(5-(trifluoromethyl)-1H-pyrrolo[2,3-b]pyridin-4-yl)methanone